N-(2-cyclopropyl-4-fluorophenyl)-3-methyl-N-(7-nitrobenzo[c][1,2,5]oxadiazol-4-yl)butanamide C1(CC1)C1=C(C=CC(=C1)F)N(C(CC(C)C)=O)C1=CC=C(C2=NON=C21)[N+](=O)[O-]